PENTADECYL-CAPROLACTONE C(CCCCCCCCCCCCCC)C1C(=O)OCCCC1